N1C(=NC=C1)CN1CCC2(C(CN(C2)CC2=CC=CC=C2)C(=O)OC)CC1 Methyl 8-((1H-imidazol-2-yl)methyl)-2-benzyl-2,8-diazaspiro[4.5]decane-4-carboxylate